NC1=C(C2=C(S1)C(C(CC2)(C2=CC=CC=C2)CC=2C(=NOC2)C)=O)C(=O)N 2-Amino-6-((3-methylisoxazol-4-yl)methyl)-7-oxo-6-phenyl-4,5,6,7-tetrahydrobenzo[b]thiophene-3-carboxamide